COC1=CC=C(C=C1)COC1=C(C=CC=C1)S(=O)(=O)NC1(CC1)CS(=O)(=O)C 2-[(4-methoxyphenyl)methoxy]-N-[1-(methylsulfonylmethyl)cyclopropyl]Benzenesulfonamide